ethyl 3-((cis)-4,6-dioxohexahydropyrrolo[3,4-b]pyrrol-5(1H)-yl)-2,2-dimethylpropionate O=C1N(C([C@@H]2NCC[C@@H]21)=O)CC(C(=O)OCC)(C)C